O1-tert-butyl O2-[5-(1-octylnonoxy)-5-oxo-pentyl] (2S)-4-hydroxypyrrolidine-1,2-dicarboxylate OC1C[C@H](N(C1)C(=O)OC(C)(C)C)C(=O)OCCCCC(=O)OC(CCCCCCCC)CCCCCCCC